ClC1=CC=C(C=C1)C1=NC(=NO1)C1=CC=C(C=C1)O 5-(4-chlorophenyl)-3-(4-hydroxyphenyl)-1,2,4-oxadiazole